5-amino-8-[2-chloro-6-(hydroxymethyl)-4-pyridyl]-7-(4-fluorophenyl)-2-[(1-methylimidazol-2-yl)methyl]-[1,2,4]triazolo[4,3-c]pyrimidin-3-one NC1=NC(=C(C=2N1C(N(N2)CC=2N(C=CN2)C)=O)C2=CC(=NC(=C2)CO)Cl)C2=CC=C(C=C2)F